C(C)(C)(C)OC(=O)N1C[C@H](OCC1)CC1=C(N=C2N1C=CC(=C2)C)C2=C(C=C(C=C2F)C(O)OCC)F (R)-2-((2-(4-(1,3-Dioxapentan-2-yl)-2,6-difluorophenyl)-7-methylimidazo[1,2-a]pyridin-3-yl)methyl)morpholine-4-carboxylic acid tert-butyl ester